(5S,7R,8R,9S,10R)-8-hydroxy-7-(hydroxymethyl)-9-(4-(3,4,5-trifluorophenyl)-1H-1,2,3-triazol-1-yl)-1,6-dioxaspiro[4.5]dec-10-yl 3-methoxybenzoate COC=1C=C(C(=O)O[C@@H]2[C@H]([C@H]([C@H](O[C@@]23CCCO3)CO)O)N3N=NC(=C3)C3=CC(=C(C(=C3)F)F)F)C=CC1